CC1=CC=CC2=C1N=C(O2)N 4-methylbenzo[d]oxazol-2-amine